C(C)(C)(C)OC(N(C)C1=CC(=CC=C1)Br)=O N-(3-bromophenyl)-N-methyl-carbamic acid tert-butyl ester